C(C)(C)(C)NCC(O)C=1C=C(C=C(C1)O)O 5-[2-(tert-butylamino)-1-hydroxyethyl]benzene-1,3-diol